(S)-N-((4S,7r)-3,3-difluoro-1-azaspiro[3.5]nonan-7-yl)-4-(5-(5-fluoro-2-methoxypyridin-4-yl)-1H-pyrazole-3-carbonyl)-4-azaspiro[2.5]octane-7-carboxamide FC1(CNC12CCC(CC2)NC(=O)[C@H]2CCN(C1(CC1)C2)C(=O)C2=NNC(=C2)C2=CC(=NC=C2F)OC)F